N-tert-butoxycarbonyl-N-[(2-chloropyrimidin-5-yl)methyl]carbamate C(C)(C)(C)OC(=O)N(C([O-])=O)CC=1C=NC(=NC1)Cl